FC=1C=C(C=C(C1O)F)C1=CCC(CN1C(=O)OC(C)(C)C)C tert-butyl 6-(3,5-difluoro-4-hydroxy-phenyl)-3-methyl-3,4-dihydro-2H-pyridine-1-carboxylate